BrC1=CC(=CC=2C3=CC=CC=C3N(C12)C1=CC=CC=C1)Cl 1-bromo-3-chloro-9-phenyl-9H-carbazole